4-[[(1S,3R)-1-([1,1'-biphenyl]-4-ylmethyl)-4-ethoxy-3-methyl-4-oxobutyl]amino]-4-oxobutanoic acid C1(=CC=C(C=C1)C[C@H](C[C@H](C(=O)OCC)C)NC(CCC(=O)O)=O)C1=CC=CC=C1